[C@H](C)(CC)[C@@H]1N=C(C2=C(NC1=O)C=CC(=C2)N(C)C)C2=CC=CC=C2 (S)-3-((S)-sec-butyl)-7-(dimethylamino)-5-phenyl-1,3-dihydro-2H-benzo[e][1,4]diazepin-2-one